4-[3-[2,6-Dichloro-4-[(3,3-dichloro-2-propen-1-yl)oxy]phenoxy]propoxy]-2-methoxy-6-(trifluoromethyl)pyrimidin ClC1=C(OCCCOC2=NC(=NC(=C2)C(F)(F)F)OC)C(=CC(=C1)OCC=C(Cl)Cl)Cl